ON(CC=1C(O)=CC=CC1)C1=CC=CC=C1 hydroxyl-phenyl-salicylamine